2-hydroxy-4-(3-((4-oxo-2-(2,2,2-trifluoroethyl)quinazolin-3(4H)-yl)methyl)isoxazol-5-yl)benzonitrile OC1=C(C#N)C=CC(=C1)C1=CC(=NO1)CN1C(=NC2=CC=CC=C2C1=O)CC(F)(F)F